acetic acid-1-methoxy-2-Propyl ester COCC(C)OC(C)=O